(3R)-6-[(4-bromo-1-naphthyl)methyl]-7-cyclopropyl-4-oxo-1-thia-3a-aza-3-indanecarboxylic acid BrC1=CC=C(C2=CC=CC=C12)CC1=CC(N2[C@@H](CSC2=C1C1CC1)C(=O)O)=O